CN(C1CCC(CC1)NC(=O)NC1=C2C=C(N(C2=CC=C1)CC(F)(F)F)I)C 1-(4-(dimethylamino)cyclohexyl)-3-(2-iodo-1-(2,2,2-trifluoroethyl)-1H-indol-4-yl)urea